N-(6-chloro-1-(3-(4-hydroxy-3-methylphenyl)prop-2-yn-1-yl)-3-methyl-2,4-dioxo-1,2,3,4-tetrahydropyrimidin-5-yl)-3-(p-tolyl)propanamide ClC1=C(C(N(C(N1CC#CC1=CC(=C(C=C1)O)C)=O)C)=O)NC(CCC1=CC=C(C=C1)C)=O